ClC1=NC=C(C2=CC(=NC=C12)Cl)I 1,6-dichloro-4-iodo-2,7-diazanaphthalene